CC([C@@H](C(=O)N[C@H](C(=O)N[C@@H](CN1C(NCC1)=O)C(C(=O)NC)=O)CC(C)C)NC(C(F)(F)F)=O)(C)C (S)-2-((S)-3,3-dimethyl-2-(2,2,2-trifluoroacetamido)butanamido)-4-methyl-N-((S)-4-(methylamino)-3,4-dioxo-1-(2-oxoimidazolidin-1-yl)butan-2-yl)pentanamide